methyl-6-hydroxy-2-methylindole CC1=C(NC2=CC(=CC=C12)O)C